C(O)CN.ON1C(C=C(C=C1C1CCCCC1)C)=O 1-hydroxy-4-methyl-6-cyclohexyl-2-pyridone ethanolamine salt